(3-Amino-2-bromo-5,6-difluoro-4-nitrophenoxy)-2-fluorobenzonitrile NC=1C(=C(OC=2C(=C(C#N)C=CC2)F)C(=C(C1[N+](=O)[O-])F)F)Br